C(C)(C)(C)C1=CC=C(C=C1)C(C)(C)C 1,4-di-tertiary-butylbenzene